N-(2-(4-((4-(5-fluoro-2-(hydroxymethyl)-1H-indol-3-yl)-1H-1,2,3-triazol-1-yl)methyl)piperidin-1-yl)ethyl)-4-isobutylbenzenesulfonamide FC=1C=C2C(=C(NC2=CC1)CO)C=1N=NN(C1)CC1CCN(CC1)CCNS(=O)(=O)C1=CC=C(C=C1)CC(C)C